COC(CC1C2CN(CC12C(F)(F)F)C1=NC(=NC(=C1)C(F)(F)F)N1[C@H](CC1)C)=O 2-(3-(2-((S)-2-Methylazetidin-1-yl)-6-(trifluoromethyl)pyrimidin-4-yl)-1-(trifluoromethyl)-3-azabicyclo[3.1.0]hexane-6-yl)acetic acid methyl ester